1-(4-(1-(aminomethyl)cyclopropyl)phenyl)-2-methoxy-4-methyl-6(5H)-phenanthridinone hydrochloride Cl.NCC1(CC1)C1=CC=C(C=C1)C1=C(C=C(C=2NC(C3=CC=CC=C3C12)=O)C)OC